NCCN1N=C(C=C1C(=O)OCC)Br Ethyl 2-(2-aminoethyl)-5-bromo-pyrazole-3-carboxylate